COC1=CC=C(CN(N=C2CCC[C@@H](N2)C(=O)OC)C(=O)OC)C=C1 |r| Methyl (2RS)-6-[(4-methoxybenzyl)(methoxycarbonyl)hydrazono]piperidine-2-carboxylate